FC(C1=CC=C(C=C1)CC=1C=2N(C=CC1)N=CC2C(=O)NC21CC(C2)(C1)CC(=O)OC)(F)F methyl 2-[3-[[4-[[4-(trifluoromethyl) phenyl]methyl]pyrazolo[1,5-a]pyridine-3-carbonyl]amino]-1-bicyclo[1.1.1]pentanyl]acetate